3-Butenyl p-isopropylbenzoate C(C)(C)C1=CC=C(C(=O)OCCC=C)C=C1